BrC1=NN(C(=C1C(=O)N)NCCN1CCOCC1)[C@@H]1CN([C@H](C1)COC)C(C=C)=O 3-bromo-1-[(3S,5R)-5-(methoxymethyl)-1-(prop-2-enoyl)pyrrolidin-3-yl]-5-[[2-(morpholin-4-yl)ethyl]amino]pyrazole-4-carboxamide